CS(=O)(=O)C=1C=NC(=NC1)N1C[C@H](N(C[C@@H]1C)C(=O)OC1(CC2(CN(C2)CC2=CC=CC=C2)C1)C)C 2-benzyl-6-methyl-2-azaspiro[3.3]heptan-6-yl (2R,5S)-4-(5-methane-sulfonylpyrimidin-2-yl)-2,5-dimethylpiperazine-1-carboxylate